ClC=1C(=NC(=NC1)NC=1C(=NN(C1)C1CCN(CC1)C)C)NCCCN1CCOCC(C1=O)(C)C 4-(3-((5-chloro-2-((3-methyl-1-(1-methylpiperidin-4-yl)-1H-pyrazol-4-yl)amino)pyrimidin-4-yl)amino)propyl)-6,6-dimethyl-1,4-oxazepan-5-one